N-[[2,3-difluoro-4-[5-(trifluoromethyl)-1,2,4-oxadiazol-3-yl]phenyl]methyl]-N-methoxy-cyclopropanecarboxamide FC1=C(C=CC(=C1F)C1=NOC(=N1)C(F)(F)F)CN(C(=O)C1CC1)OC